BrC[C@@H]1CC[C@H](CC1)CBr trans-1,4-Bisbromomethyl-Cyclohexane